4-((5-Chloro-2-((6-methoxy-2-methyl-1-oxo-1,2,3,4-tetrahydroisoquinolin-7-yl)amino)pyrimidin-4-yl)amino)-3-(dimethylphosphoryl)phenyl sulfurofluoridate hydrochloride Cl.S(OC1=CC(=C(C=C1)NC1=NC(=NC=C1Cl)NC1=C(C=C2CCN(C(C2=C1)=O)C)OC)P(=O)(C)C)(=O)(=O)F